2-[4-[3-[2-(Hydroxymethyl)phenyl]benzoyl]piperazin-1-yl]-3H-quinazolin-4-one OCC1=C(C=CC=C1)C=1C=C(C(=O)N2CCN(CC2)C2=NC3=CC=CC=C3C(N2)=O)C=CC1